2-(isopropyl(methyl)amino)-1-(4-methoxy-1H-pyrrolo[3,2-c]pyridin-3-yl)ethan-1-one C(C)(C)N(CC(=O)C1=CNC2=C1C(=NC=C2)OC)C